benzoic acid oleyl ester C(CCCCCCC\C=C/CCCCCCCC)OC(C1=CC=CC=C1)=O